tert-butyl 4-[1-[(3S)-2,6-dioxo-3-piperidyl]-3,4-dihydro-2H-quinolin-5-yl]piperidine-1-carboxylate O=C1NC(CC[C@@H]1N1CCCC2=C(C=CC=C12)C1CCN(CC1)C(=O)OC(C)(C)C)=O